methyl 6-bromo-2-methyl-3,3a-dihydroindazole-3-carboxylate BrC=1C=CC2C(N(N=C2C1)C)C(=O)OC